FC([C@@H](C)NC(C1=CC=CC=C1)=O)(F)F N-((R)-1,1,1-trifluoropropan-2-yl)benzamide